C1(CCC1)C=1N(C2=NC(=NC=C2N1)C=1C(=NC=NC1OC)C1CC1)CC1=CC=C(C=C1)N1N=C(C=C1C)C(F)(F)F 8-cyclobutyl-2-(4-cyclopropyl-6-methoxypyrimidin-5-yl)-9-(4-(5-methyl-3-(trifluoromethyl)-1H-pyrazol-1-yl)benzyl)-9H-purine